6,8-nonadienol C(CCCCC=CC=C)O